(E)-5-(3-fluorophenyl)nicotinamide oxime FC=1C=C(C=CC1)C=1C=NC=C(\C(\N)=N/O)C1